7-Fluoro-8-ethyl-3-methoxyisoquinoline FC1=CC=C2C=C(N=CC2=C1CC)OC